(R)-(7,8-difluorochroman-4-yl)methanol FC1=CC=C2[C@@H](CCOC2=C1F)CO